FC=1C=C2C(N([C@](C2=CC1)(C(=O)OC)CC=O)CC1=CC=C(C=C1)OC)=O |r| rac-Methyl 5-fluoro-2-[(4-methoxyphenyl)methyl]-3-oxo-1-(2-oxoethyl)isoindoline-1-carboxylate